(2'-hydroxy-3',5'-di-t-butylphenyl)benzotriazole OC1=C(C=C(C=C1C(C)(C)C)C(C)(C)C)C1=CC=CC=2NN=NC21